NC1=NC2=C(N1C)C=C(C=C2C2=C(N(N=C2)C)C2=C(C#N)C=CC=C2)CC 2-[4-(2-amino-6-ethyl-1-methyl-benzimidazol-4-yl)-2-methyl-pyrazol-3-yl]benzonitrile